CC(CCCC)CCCCCCCC(CCCCCCCCCCCC)C 5,13-Dimethylpentacosane